C1=CC(=CC=C1C[C@H]([C@H](C2=CC=C(C=C2)C#N)N3C=NC=N3)O)F The molecule is a triazole that is benzonitrile substituted by a (1S,2R)-3-(4-fluorophenyl)-2-hydroxy-1-(1,2,4-triazol-1-yl)propyl group at position 4. It has a role as an epitope. It is a member of triazoles, an organofluorine compound and a secondary alcohol. It derives from a benzonitrile.